2-[(1S,4S,5R)-5-{[1-cyclopropyl-4-(2,6-dichlorophenyl)-1H-1,2,3-triazol-5-yl]methoxy}-2-azabicyclo[2.2.1]heptane-2-yl]-4-(trifluoromethoxy)-1,3-benzothiazole-6-carboxylic acid C1(CC1)N1N=NC(=C1CO[C@H]1[C@@H]2CN([C@H](C1)C2)C=2SC1=C(N2)C(=CC(=C1)C(=O)O)OC(F)(F)F)C1=C(C=CC=C1Cl)Cl